4-(3-methoxyphenyl)-1-propylpiperidine COC=1C=C(C=CC1)C1CCN(CC1)CCC